Tetrahydropyranyl-4-acetic acid C1COCCC1CC(=O)O